C(C)(=O)C=1C(=CC(=NC1)NC(=O)C1CC1)NC1=C2N(CC=3N(C2=CC=C1)N=C(N3)C)C N-(5-acetyl-4-((2,5-dimethyl-4,5-dihydro-[1,2,4]triazolo[1,5-a]quinoxalin-6-yl)amino)pyridin-2-yl)cyclopropanecarboxamide